8-chloro-6-iodoquinolin-2(1H)-one ClC=1C=C(C=C2C=CC(NC12)=O)I